C(CCCCCCCCCCCCCCCCCCCCCCCCCCCCCCCCCCCCCC)(=O)OCCCCCCCCCCCCCCCCC heptadecane-1-yl nonatriacontanoate